N-(1-(1-acryloylpiperidin-4-yl)-6-(6-fluoropyridin-3-yl)-1H-pyrazolo[3,4-d]pyrimidin-4-yl)-5-nitrothiophene-2-carboxamide C(C=C)(=O)N1CCC(CC1)N1N=CC=2C1=NC(=NC2NC(=O)C=2SC(=CC2)[N+](=O)[O-])C=2C=NC(=CC2)F